1-(4-(4-((4-((1,3,4-thiadiazol-2-yl)methoxy)-3-chlorophenyl)amino)-7H-pyrrolo[2,3-d]pyrimidin-5-yl)piperidin-1-yl)prop-2-en-1-one S1C(=NN=C1)COC1=C(C=C(C=C1)NC=1C2=C(N=CN1)NC=C2C2CCN(CC2)C(C=C)=O)Cl